(S)-3-(1,4-dimethyl-1H-benzo[d][1,2,3]triazol-5-yl)-3-(3-(((S)-7-hydroxy-2-isopropyl-2,3-dihydropyrido[2,3-f][1,4]oxazepin-4(5H)-yl)methyl)-4-methylphenyl)propanoic acid CN1N=NC2=C1C=CC(=C2C)[C@@H](CC(=O)O)C2=CC(=C(C=C2)C)CN2C[C@@H](OC1=C(C2)N=C(C=C1)O)C(C)C